FC(N1N=C(C=C1)C(C)(C)NC1=NC(=NC(=N1)N)C=1C=C2C(=NNC2=CC1)C)F N2-[1-[1-(difluoromethyl)pyrazol-3-yl]-1-methyl-ethyl]-6-(3-methyl-1H-indazol-5-yl)-1,3,5-triazine-2,4-diamine